C(C)(C)(C)N(C(=O)C1=NN(C=2C3=C(CCC12)C=C(C(=C3)C3=NN(C=C3)C)OC)C3=CC(=CC(=C3)Cl)Cl)C N-tert-butyl-1-(3,5-dichlorophenyl)-7-methoxy-N-methyl-8-(1-methylpyrazol-3-yl)-4,5-dihydrobenzo[g]indazole-3-carboxamide